BrCCC1=NC=CC=C1CBr (2-bromoethyl)-3-(bromomethyl)pyridine